2-(4-((2,3-dihydrobenzo[b][1,4]dioxin-6-yl)methyl)-2-(2-isopropylphenyl)piperazin-1-yl)-7-azaspiro[3.5]nonane O1C2=C(OCC1)C=C(C=C2)CN2CC(N(CC2)C2CC1(C2)CCNCC1)C1=C(C=CC=C1)C(C)C